3-(allyloxy)-2-((allyloxy)methyl)-N-(3-(dimethylamino)propyl)-2-methylpropanamide C(C=C)OCC(C(=O)NCCCN(C)C)(C)COCC=C